OCC1(CCO1)NC(=O)C=1N(N=C2C=CC(=CC12)OCC1=C(N=CS1)C)C N-[4-(hydroxymethyl)oxetan-4-yl]-2-methyl-5-[(4-methyl-1,3-thiazol-5-yl)methoxy]-2H-indazole-3-carboxamide